3-(2-(but-1,3-dien-1-yl)-1-hydroxycyclohexyl)propenal C(=CC=C)C1C(CCCC1)(O)C=CC=O